cis-1-(2-acetylhydrazine-1-carbonyl)-N-(3-cyclobutyl-4-(trifluoromethyl)phenyl)-3-methyl-6-azabicyclo[3.1.1]heptane-6-carboxamide C(C)(=O)NNC(=O)C12CC(CC(N1C(=O)NC1=CC(=C(C=C1)C(F)(F)F)C1CCC1)C2)C